O1CCOC2=NC=CC=C21 dihydro[1,4]dioxino[2,3-b]pyridin